C(C=C)(=O)OC(CC(OC)[SiH3])(OC)OC 3-acryloxytrimethoxypropylsilane